Racemic-tert-butyl 3-benzyl-1-(hydroxymethyl)-3,8-diazabicyclo[3.2.1]octane-8-carboxylate C(C1=CC=CC=C1)N1CC2(CCC(C1)N2C(=O)OC(C)(C)C)CO